3-chloropropyl-tributoxysilane ClCCC[Si](OCCCC)(OCCCC)OCCCC